N-((S)-2-hydroxy-1-(M-tolyl)ethyl)propanamide OC[C@H](C=1C=C(C=CC1)C)NC(CC)=O